ClC1=NC=C(C(=N1)NCC1CCN(CC1)C1=NC=CC=C1)C(F)(F)F 2-chloro-N-((1-(pyridin-2-yl)piperidin-4-yl)methyl)-5-(trifluoromethyl)pyrimidin-4-amine